13,17-Dimethyloctatriacontane CC(CCCCCCCCCCCC)CCCC(CCCCCCCCCCCCCCCCCCCCC)C